(S)-1-(2-(8-amino-1-(4-anilinobenzoyl)imidazo[1,5-a]pyrazin-3-yl)pyrrolidin-1-yl)prop-2-en-1-one NC=1C=2N(C=CN1)C(=NC2C(C2=CC=C(C=C2)NC2=CC=CC=C2)=O)[C@H]2N(CCC2)C(C=C)=O